ClC=1NN=C2C1N(C(C=C2N2[C@H](CN([C@@H](C2)C)[C@H](C)C=2C=C1N=CC=NC1=CC2)C)=O)C E-3-chloro-7-((2S,5R)-2,5-dimethyl-4-((R)-1-(quinoxalin-6-yl)ethyl)piperazin-1-yl)-4-methyl-2,4-dihydro-5H-pyrazolo[4,3-b]pyridin-5-one